2,6-dimethoxy-9,10-dimethyl-anthracene COC1=CC2=C(C3=CC=C(C=C3C(=C2C=C1)C)OC)C